(p-nonylphenyl)(2-ethylhexyl)phosphonic acid C(CCCCCCCC)C1=CC=C(C=C1)OP(O)(=O)CC(CCCC)CC